3,6-difluoro-2-sulfobenzoic anhydride FC=1C(=C(C(=O)OC(C2=C(C(=CC=C2F)F)S(=O)(=O)O)=O)C(=CC1)F)S(=O)(=O)O